3-bromo-6-chloro-5-methoxy-1-methyl-2-(4H-1,2,4-triazol-3-yl)-1H-pyrrolo[3,2-b]Pyridine BrC1=C(N(C=2C1=NC(=C(C2)Cl)OC)C)C2=NN=CN2